ClC1=C2C(=NC=C1OC=1C=NN3C1C=NC=C3)N=C(N2C)NC=2C(N(C(N(C2)C2CC2)=O)C)=O 5-((7-chloro-1-methyl-6-(pyrazolo[1,5-a]pyrazin-3-yloxy)-1H-imidazo[4,5-b]pyridin-2-yl)amino)-1-cyclopropyl-3-methylpyrimidine-2,4(1H,3H)-dione